(1S,3R,6R)-N-(4-chloro-3-fluoro-5-(1-methyl-1H-1,2,4-triazol-3-yl)phenyl)-3-methyl-1-(5-methyl-1,3,4-oxadiazol-2-yl)-7-azabicyclo[4.1.1]octane-7-carboxamide ClC1=C(C=C(C=C1C1=NN(C=N1)C)NC(=O)N1[C@@H]2CC[C@H](C[C@]1(C2)C=2OC(=NN2)C)C)F